3-((4-nitro-1H-pyrazol-5-yl)oxy)propan [N+](=O)([O-])C=1C=NNC1OCCC